2,6-dimethyl-2,7-octadien CC(C)=CCCC(C=C)C